NC1=NC=NN2C1=C(C=C2C=2C=CC(=C(C(=O)N[C@@H]1CN(C[C@@H]1F)C(=O)C1(CC1)F)C2)Cl)C(F)(F)F 5-[4-amino-5-(trifluoromethyl)pyrrolo[2,1-f][1,2,4]triazin-7-yl]-2-chloro-N-[(3R,4S)-4-fluoro-1-(1-fluorocyclopropanecarbonyl)pyrrolidin-3-yl]benzamide